9-hydroxyperoxyoctadec-10,12-dienoate OC(CCCCCCCC(=O)O[O-])C=CC=CCCCCC